COC(=O)N1[C@H](CCC2=C3C(=CC=C12)N(C(=N3)CC[C@@H]3OCCCC3)C3CCCCC3)C (1S,3R)-3-((S)-6-(Methoxycarbonyl)-7-methyl-2-(2-((R)-tetrahydro-2H-pyran-2-yl)ethyl)-6,7,8,9-tetrahydro-3H-imidazo[4,5-f]chinolin-3-yl)cyclohexan